benzyl 4-[8-(1-tert-butoxycarbonyl-3-piperidyl)-2-[[(Z)-4-chlorobut-2-enyl]amino]-7-oxo-pyrido[2,3-d]pyrimidin-6-yl]-8-methyl-2,3-dihydroquinoxaline-1-carboxylate C(C)(C)(C)OC(=O)N1CC(CCC1)N1C(C(=CC2=C1N=C(N=C2)NC\C=C/CCl)N2CCN(C1=C(C=CC=C21)C)C(=O)OCC2=CC=CC=C2)=O